(3R,5S)-tert-butyl 6-chloro-3,5-dihydroxyhexanoate ClC[C@H](C[C@H](CC(=O)OC(C)(C)C)O)O